dimethyl-3,4,5,6-tetrahydro-2-pyrimidinone CC1(CNC(NC1)=O)C